6-cyclopropyl-N-(3-(3,3-difluoro-1-((S)-fluoro(4-methyl-4H-1,2,4-triazol-3-yl)methyl)cyclobutyl)phenyl)-4-(((S)-2-isopropyl-4-methylpiperazin-1-yl)methyl)picolinamide C1(CC1)C1=CC(=CC(=N1)C(=O)NC1=CC(=CC=C1)C1(CC(C1)(F)F)[C@@H](C1=NN=CN1C)F)CN1[C@H](CN(CC1)C)C(C)C